(S)-2-(1-amino-1,3-dihydrospiro[indene-2,4'-piperidin]-1'-yl)pyrimidine-4-carbonitrile N[C@@H]1C2=CC=CC=C2CC12CCN(CC2)C2=NC=CC(=N2)C#N